methyl 2-((2-(((tert-butoxycarbonyl) (2-(6-methoxy-3-nitropyridin-2-yl) ethyl)-amino) methyl)-3,4-difluorophenyl) amino)-4-chloro-5-fluoro-benzoate C(C)(C)(C)OC(=O)N(CCC1=NC(=CC=C1[N+](=O)[O-])OC)CC1=C(C=CC(=C1F)F)NC1=C(C(=O)OC)C=C(C(=C1)Cl)F